methyl 2-methoxy-4-oxo-4,5-dihydropyrrolo[1,2-a]quinoxaline-7-carboxylate COC=1C=C2N(C3=CC=C(C=C3NC2=O)C(=O)OC)C1